4-((1R,5S)-3,8-Diazabicyclo[3.2.1]octan-3-yl)-8-fluoro-2-(((2R,7aS)-2-fluorotetrahydro-1H-pyrrolizin-7a(5H)-yl)methoxy)-7-(3-hydroxynaphthalen-1-yl)quinazoline-6-carbonitrile [C@H]12CN(C[C@H](CC1)N2)C2=NC(=NC1=C(C(=C(C=C21)C#N)C2=CC(=CC1=CC=CC=C21)O)F)OC[C@]21CCCN1C[C@@H](C2)F